CC1=NC(=NC(=C1S(=O)(=O)N1CC2(C1)CN(C2)C[C@@H]2COCC2)C)C(F)(F)F (R)-2-((4,6-dimethyl-2-(trifluoromethyl)pyrimidin-5-yl)sulfonyl)-6-((tetrahydrofuran-3-yl)methyl)-2,6-diazaspiro[3.3]heptane